C1=NC=C(C2=CC=CC=C12)C1CCC=2C(=NC=NC2C1)N1CCN(CC1)C(C=C)=O 1-(4-(7-(isoquinolin-4-yl)-5,6,7,8-tetrahydroquinazolin-4-yl)piperazin-1-yl)prop-2-en-1-one